[3-[4-(3-Cyclopropyl-5-methyl-pyrazol-1-yl)phenyl]azetidin-1-yl]-[6-(5-cyclopropyl-4H-1,2,4-triazol-3-yl)-2-azaspiro[3.3]heptan-2-yl]methanone C1(CC1)C1=NN(C(=C1)C)C1=CC=C(C=C1)C1CN(C1)C(=O)N1CC2(C1)CC(C2)C2=NN=C(N2)C2CC2